[N+](=O)([O-])C=1NC(=C2CN(C=3C=CC=CC3C21)S(=O)(=O)C2=CC=C(C)C=C2)C2=CC=C(C=C2)Br 1-nitro-3-p-bromophenyl-5-p-toluenesulfonyl-4,5-dihydro-2H-pyrrolo[3,4-c]quinoline